rac-(4S,4R)-(4-cyano-2-methoxyphenyl)-5-ethoxy-2,8-dimethyl-1,4-dihydro-1,6-naphthyridine-3-carboxylic acid C(#N)C1=CC(=C(C=C1)N1C(=C(CC2=C(N=CC(=C12)C)OCC)C(=O)O)C)OC